NC=1C=CC=C2C(=CC=NC12)C(=O)NCC(=O)OC(C)(C)C tert-butyl (8-aminoquinoline-4-carbonyl)glycinate